3-(5-methyl-1,3-thiazol-2-yl)-5-[(2S)-tetrahydrofuran-2-ylmethoxy]-N-{(1R)-1-[6-(trifluoromethyl)pyridazin-3-yl]ethyl}benzamide CC1=CN=C(S1)C=1C=C(C(=O)N[C@H](C)C=2N=NC(=CC2)C(F)(F)F)C=C(C1)OC[C@H]1OCCC1